C1(=CC=CC=C1)[C@H](C)NC(=O)C1=NNC=N1 (S)-N-(1-phenylethyl)-1H-1,2,4-triazole-3-carboxamide